L-2-thenoyltrifluoroacetone C1(=CC=CS1)C(=O)CC(=O)C(F)(F)F